((2-(((S)-1-((S)-2-(7-chloro-1,2,3,4-tetrahydroisoquinoline-2-carbonyl)pyrrolidin-1-yl)-3,3-dimethyl-1-oxobutan-2-yl)carbamoyl)benzo[b]thiophen-5-yl)difluoromethyl)phosphonic acid ClC1=CC=C2CCN(CC2=C1)C(=O)[C@H]1N(CCC1)C([C@H](C(C)(C)C)NC(=O)C1=CC2=C(S1)C=CC(=C2)C(F)(F)P(O)(O)=O)=O